C(C=C)(=O)N1[C@@H](C[C@H](CC1)N1N=CC=2C(=NC=3C(=C(C(=CC3C21)Cl)C2=C1C=NNC1=CC(=C2C)Cl)F)N2CC(C2)(C)N(C)C)CC#N ((2s,4s)-1-acryloyl-4-(8-chloro-7-(6-chloro-5-methyl-1H-indazol-4-yl)-4-(3-(dimethylamino)-3-methylazetidin-1-yl)-6-fluoro-1H-pyrazolo[4,3-c]quinolin-1-yl)piperidin-2-yl)acetonitrile